C(C)[C@H]1N(C[C@@H](N(C1)C=1C2=C(N(C(N1)=O)C)C=CC(=N2)C#N)C)C(C)C2=CC=C(C=C2)OC(F)(F)F 4-((2S,5R)-5-ethyl-2-methyl-4-(1-(4-(trifluoromethoxy)phenyl)ethyl)piperazin-1-yl)-1-methyl-2-oxo-1,2-dihydropyrido[3,2-d]pyrimidine-6-carbonitrile